5-(cyclopropylmethylsulfanyl)furan-2-carboxylic acid methyl ester COC(=O)C=1OC(=CC1)SCC1CC1